C(CCCCCCCCCCCC)C(C#CC1=CC=CC=C1)O tridecyl-3-phenyl-2-propyn-1-ol